COC1=C(C=C(C=C1)NCCO)N 1-Methoxy-2-amino-4-(2'-hydroxy-ethylamino)benzol